(R)-N-(4-(3-((5-chloropyrazin-2-yl)amino)piperidine-1-carbonyl)phenyl)acrylamide ClC=1N=CC(=NC1)N[C@H]1CN(CCC1)C(=O)C1=CC=C(C=C1)NC(C=C)=O